1-(3-(aminomethyl)phenyl)-N-(5-((4-cyanophenyl)(cyclopropylmethoxy)methyl)-2-fluorophenyl)-3-(trifluoromethyl)-1H-pyrazole-5-carboxamide NCC=1C=C(C=CC1)N1N=C(C=C1C(=O)NC1=C(C=CC(=C1)C(OCC1CC1)C1=CC=C(C=C1)C#N)F)C(F)(F)F